ClC1=NC=CC2=C1C(=NN2)C2=NC(=NC(=C2)OC2=CC=C(C=C2)C(F)(F)F)C 4-{4-chloro-1H-pyrazolo[4,3-c]pyridin-3-yl}-2-methyl-6-[4-(trifluoromethyl)phenoxy]pyrimidine